C(C)(C)(C)C1C=2C=C(C(NC2C2=NC(=C(C=C2C1)OCCCOC)OC)=O)C(=O)O 5-(tert-butyl)-9-methoxy-8-(3-methoxypropoxy)-2-oxo-1,2,5,6-tetrahydro-1,10-phenanthroline-3-carboxylic acid